6-(4-isopropyl-4H-1,2,4-triazol-3-yl)pyridinecarboxamide 2,2,6,6-tetramethylheptane-3,5-dionate CC(C(=O)O)(C(CC(C(C)(C)C)=O)=O)C.C(C)(C)N1C(=NN=C1)C1=CC=CC(=N1)C(=O)N